3-(9H-fluoren-9-yl-methoxycarbonyl-amino)propanoic acid C1=CC=CC=2C3=CC=CC=C3C(C12)N(CCC(=O)O)C(=O)OC